3-[1-Isobutyl-3-(3-methoxyazetidin-1-yl)pyrazolo[4,3-c]pyridin-6-yl]-1-tetrahydropyran-2-yl-pyrazol-4-amine C(C(C)C)N1N=C(C=2C=NC(=CC21)C2=NN(C=C2N)C2OCCCC2)N2CC(C2)OC